ethyl 2-(difluoromethylene)-5-oxohexahydro-1H-pyrrolizine-7a-carboxylate FC(=C1CC2(CCC(N2C1)=O)C(=O)OCC)F